benzyl (2s)-1-(2-methylpropane-2-sulfonyl)-2-(trifluoromethyl)-3,6-dihydro-2H-pyridine-4-carboxylate CC(C)(C)S(=O)(=O)N1[C@@H](CC(=CC1)C(=O)OCC1=CC=CC=C1)C(F)(F)F